C(CCCCCCCCCCCCCCC)(=O)O[C@@H](CSC[C@H](N)C(=O)NC1=CC=C(C=C1)CN1C2=NC(=NC(=C2N=C1O)N)NCCCC)COC(CCCCCCCCCCCCCCC)=O |&1:18| S-(2,3-bis(palmitoyloxy)-(2RS)-propyl)-(R)-cysteinyl-4-((6-amino-2-(butyl-amino)-8-hydroxy-9H-purin-9-yl)methyl)aniline